2-methylbutyl 9,9-bis[(2E)-2-hexen-1-yloxy]-7-nonynoate C(\C=C\CCC)OC(C#CCCCCCC(=O)OCC(CC)C)OC\C=C\CCC